FC1=C(C(=CC(=C1)N1CCC(CC1)C(=O)N1C[C@H]2N(C=3C(=NN=C(C3)C3=C(C=CC=C3)O)NC2)CC1)F)C1C(NC(CC1)=O)=O 3-(2,6-difluoro-4-(4-((S)-2-(2-hydroxyphenyl)-6,6a,7,8,9,10-hexahydro-5H-pyrazino[1',2':4,5]pyrazino[2,3-c]pyridazine-8-carbonyl)piperidin-1-yl)phenyl)piperidine-2,6-dione